FC1=C(C=CC(=C1)C(C)C)C1=C(C=NN1C1CCOCC1)C(=O)N[C@@H]1C(NC2=C(C(=N1)C1=CC=CC=C1)C=CC=C2F)=O 5-(2-Fluoro-4-propan-2-ylphenyl)-1-(oxan-4-yl)-N-[(3S)-9-fluoro-2-oxo-5-phenyl-1,3-dihydro-1,4-benzodiazepin-3-yl]pyrazole-4-carboxamide